N2-(3,5-difluorophenyl)-5-(1-propyl-1H-pyrazol-4-yl)-N4-(1,2,3,4-tetrahydroisoquinolin-7-yl)pyrimidine-2,4-diamine FC=1C=C(C=C(C1)F)NC1=NC=C(C(=N1)NC1=CC=C2CCNCC2=C1)C=1C=NN(C1)CCC